OCCNCCS(=O)(=O)O N-(2-hydroxyethyl)-2-aminoethanesulfonic acid